[C@@H]1([C@H](O)[C@H](O)[C@@H](O)[C@@H](O1)C)OC[C@@H]1[C@H]([C@@H]([C@H]([C@@H](O1)OC1=CC2=C(C(C=C(O2)C2=CC(=C(C=C2)OC)O)=O)C(=C1)O)O)O)O 7-[[6-O-(6-Deoxy-α-L-mannopyranosyl)-β-D-glucopyranosyl]oxy]-5-hydroxy-2-(3-hydroxy-4-methoxyphenyl)-4H-1-benzopyran-4-one